4-phenyl-1-(4,4,5,5-tetramethyl-1,3,2-dioxaborolan-2-yl)butan-1-amine hydrochloride Cl.C1(=CC=CC=C1)CCCC(N)B1OC(C(O1)(C)C)(C)C